COC1=CC=C(CN2C(C3=C(CC2)N(N=C3)C3=NC(=NS3)C)C)C=C1 5-(5-(4-methoxybenzyl)-4-methyl-4,5,6,7-tetrahydro-1H-pyrazolo[4,3-c]pyridin-1-yl)-3-methyl-1,2,4-thiadiazole